fluoro-1,3-benzoxazol FC=1OC2=C(N1)C=CC=C2